CO[As](O)(O)=O Monomethylarsenic acid